COC(=O)C1=CC(=C(C=C1)C1=CC=C(C(=C1)[N+](=O)[O-])N1CCN(CC1)C)F fluoro-4'-(4-methylpiperazin-1-yl)-5'-Nitro-[1,1'-Biphenyl]-4-carboxylic acid methyl ester